(2R,3S,5R)-5-(6-Amino-2-fluoro-9H-purin-9-yl)-2-((((S)-(((S)-1-(2-ethylbutoxy)-1-oxopropan-2-yl)amino)(phenoxy)phosphoryl)oxy) methyl)-2-ethynyltetrahydrofuran-3-yl stearate C(CCCCCCCCCCCCCCCCC)(=O)O[C@@H]1[C@@](O[C@H](C1)N1C2=NC(=NC(=C2N=C1)N)F)(C#C)CO[P@](=O)(OC1=CC=CC=C1)N[C@H](C(=O)OCC(CC)CC)C